(p-menthan-3-carboxamide) ethyl-acetate C(C)OC(C)=O.C1(CC(C(CC1)C(C)C)C(=O)N)C